5-{2-[4-(6-fluoro-benzo[d]isoxazol-3-yl)-piperidin-1-yl]-ethyl}-2-methyl-5H-pyrazolo[1,5-a]pyrazin-4-one FC1=CC2=C(C(=NO2)C2CCN(CC2)CCN2C(C=3N(C=C2)N=C(C3)C)=O)C=C1